NC1=CC(=NN1CC(=O)N1C[C@@]2(CCC1)C1=C(NC(O2)=O)C=CC(=C1F)Cl)C1=NC=C(C=C1F)F (R)-1'-(2-(5-Amino-3-(3,5-difluoropyridin-2-yl)-1H-pyrazol-1-yl)acetyl)-6-chloro-5-fluorospiro[benzo[d][1,3]oxazine-4,3'-piperidin]-2(1H)-one